N(C(=O)C)C(C(=O)O)=CC1=CC=CC=C1 alpha-acetaminocinnamic acid